1-hydroxy-1,3-dihydro-2,1-benzoxaborole-5-carboxamide OB1OCC2=C1C=CC(=C2)C(=O)N